C(C)OC1=CC=2[O+]=C3C=C(C=CC3=CC2C(C1)(C)C)N(CC)CC 6-Ethoxy-N,N-diethyl-8,8-dimethyl-7H-xanthen-10-ium-3-amin